3-methyl-1-(2-methylnaphthalen-1-yl)-1H-pyrrole-2,5-dione CC=1C(N(C(C1)=O)C1=C(C=CC2=CC=CC=C12)C)=O